N-(2-methoxy-5-(piperidin-1-ylsulfonyl)phenyl)-3-(N-(2-methoxyphenyl)sulfamoyl)benzamide COC1=C(C=C(C=C1)S(=O)(=O)N1CCCCC1)NC(C1=CC(=CC=C1)S(NC1=C(C=CC=C1)OC)(=O)=O)=O